[Cu].CC(CCCCCCCCCCCCCC)CC(CCCCCCCCCCCCCCCC)C 15,17-dimethyl-tritriacontane copper